BrC=1C=C(C(=NC1)OCCCN(C)C)N 5-bromo-2-(3-(dimethylamino)propoxy)pyridin-3-amine